N-[(1S)-1-[[1-[1-(3-chloro-6-oxo-1H-pyridazin-5-yl)ethyl]pyrazol-4-yl]carbamoyl]-2,2-dicyclopropyl-ethyl]-2-isopropyl-pyrazole-3-carboxamide ClC1=NNC(C(=C1)C(C)N1N=CC(=C1)NC(=O)[C@H](C(C1CC1)C1CC1)NC(=O)C=1N(N=CC1)C(C)C)=O